ClC1=C(C=CC=C1)C=1C(=NOC1C1=C(C=C(C=C1)O)O)C(F)(F)F 4-(4-(2-chlorophenyl)-3-(trifluoromethyl)isoxazol-5-yl)benzene-1,3-diol